C(C)(C)(C)OC(N(C)C1CC(C1)N)=O (3-aminocyclobutyl)(methyl)carbamic acid tert-butyl ester